C1(=C(C=CC=C1)C1=C(C2=C(OC3=C2C=CC=C3)C=C1)C1=C(C(=C(C=C1)C1=CC=CC=C1)C1=C(C=CC=C1)C1=CC=CC=C1)C1=NN=NC=C1)C1=CC=CC=C1 (biphenylyl)[(phenyl)(biphenylyl)triazinylphenyl]Dibenzofuran